(S)-2-(4-chlorophenyl)-3-(cyclohexylamino)-1-(4-((5R,7R)-7-hydroxy-5-methyl-6,7-dihydro-5H-cyclopenta[d]pyrimidin-4-yl)piperazin-1-yl)propan-1-one ClC1=CC=C(C=C1)[C@H](C(=O)N1CCN(CC1)C=1C2=C(N=CN1)[C@@H](C[C@H]2C)O)CNC2CCCCC2